ClC1=CC=C(CN2C3(CN(C3)C(=O)NC)C(N(CC2=O)C(C)C)=O)C=C1 5-(4-chlorobenzyl)-8-isopropyl-N-methyl-6,9-dioxo-2,5,8-triazaspiro[3.5]nonane-2-carboxamide